N-((1R,2S)-2-phenyl-2-quinolinylcyclopentyl)aniline C1(=CC=CC=C1)[C@@]1([C@@H](CCC1)NC1=CC=CC=C1)C1=NC2=CC=CC=C2C=C1